(R)-4-(2-((1-(5-chloro-6-oxo-1,6-dihydropyridazin-4-yl)pyrrolidin-3-yl)oxy)-5-fluoropyridin-4-yl)-N-cyclopropylbenzenesulfonamide ClC1=C(C=NNC1=O)N1C[C@@H](CC1)OC1=NC=C(C(=C1)C1=CC=C(C=C1)S(=O)(=O)NC1CC1)F